C1(CC1)N1N=CC(=C1)C1CN(CCO1)C1=CC=2C(=NC=C(N2)C)C(=N1)C=1C=NC(=CC1)C(F)(F)F 2-(1-cyclopropyl-1H-pyrazol-4-yl)-4-(2-methyl-5-(6-(trifluoromethyl)pyridin-3-yl)pyrido[3,4-b]pyrazin-7-yl)morpholine